di(dimethylcyclohexyl)methane CC1(CCC(CC1)CC1CCC(CC1)(C)C)C